ClC=1N=C(C2=C(N1)C(=CS2)C(=O)N2CC(CC2)(F)F)N2[C@@H](COCC2)C (R)-(2-chloro-4-(3-methylmorpholinyl)thieno[3,2-d]pyrimidin-7-yl)(3,3-diFluoropyrrolidin-1-yl)methanone